F[C@@H]1[C@H]2[C@@H]([C@H]([C@@H](C1)O2)C(=O)NC2=CC(=CC=C2)C(F)(F)F)C2=CC(=NC=C2)C (1R,2R,3S,4R,5S)-5-fluoro-3-(2-methylpyridin-4-yl)-N-(3-(trifluoromethyl)benzeneYl)-7-oxabicyclo[2.2.1]Heptane-2-carboxamide